2-(4-chlorosulfonylphenyl)ethyl-trichlorosilane ClS(=O)(=O)C1=CC=C(C=C1)CC[Si](Cl)(Cl)Cl